ClC=1C=C2C=3C=C(C=C(C3NC2=CC1)CCNC(OC(C)(C)C)=O)NC=1N(C=CN1)C tert-Butyl (2-(6-chloro-3-((1-methyl-1H-imidazol-2-yl)amino)-9H-carbazol-1-yl)ethyl)carbamate